C(C)OC(=O)C1=C(OC=2N=CN=C(C21)O)C 4-hydroxy-6-methylfuro[2,3-d]pyrimidine-5-carboxylic acid ethyl ester